tert-butyl (R)-2-(2-fluoro-6-(3-fluoropyrrolidin-1-yl)pyridin-3-yl)-4-oxo-6,7-dihydrothiazolo[5,4-c]pyridine-5(4H)-carboxylate FC1=NC(=CC=C1C=1SC=2C(N(CCC2N1)C(=O)OC(C)(C)C)=O)N1C[C@@H](CC1)F